N-(2,4-Difluoro-3-(5-(4-nitrophenyl)-1H-pyrazolo[3,4-b]pyridin-3-carbonyl)phenyl)-propan-1-sulfonamid FC1=C(C=CC(=C1C(=O)C1=NNC2=NC=C(C=C21)C2=CC=C(C=C2)[N+](=O)[O-])F)NS(=O)(=O)CCC